O2-benzyl O1-tert-butyl (2S)-4-hydroxypyrrolidine-1,2-dicarboxylate OC1C[C@H](N(C1)C(=O)OC(C)(C)C)C(=O)OCC1=CC=CC=C1